O=C(C)C(C(C)=O)N1CCN(CC1)C=1C=C(C(=O)OC)C=CC1F methyl 3-(4-(2,4-dioxopentan-3-yl)piperazin-1-yl)-4-fluorobenzoate